tetrahydro-1-(2-hydroxyethyl)-2(1H)-pyrimidinone OCCN1C(NCCC1)=O